C(C)(C)(C)OC(=O)N1C[C@H]([C@@H](CC1)CBr)C1=CC=C(C=C1)C(=O)OC(C)(C)C (3R,4R)-4-(bromomethyl)-3-(4-(tert-butoxycarbonyl)phenyl)piperidine-1-carboxylic acid tert-butyl ester